2-(cyclopropylamino)-N-[2-(2,4-dimethylphenyl)ethyl]-5-[3-(trifluoro-methyl)phenoxy]pyridine-4-carboxamide C1(CC1)NC1=NC=C(C(=C1)C(=O)NCCC1=C(C=C(C=C1)C)C)OC1=CC(=CC=C1)C(F)(F)F